NC1=C(C(=O)NC2CS(C=C2)(=O)=O)C=CC(=N1)C1=CC(=C(C=C1)C)C 2-amino-6-(3,4-dimethylphenyl)-N-(1,1-dioxido-2,3-dihydrothiophen-3-yl)nicotinamide